2-(4-methoxyphenyl)-2-oxoethyl quinoline-6-carboxylate N1=CC=CC2=CC(=CC=C12)C(=O)OCC(=O)C1=CC=C(C=C1)OC